2-methyl-1,5-pentanedinitrile CC(C#N)CCC#N